1-(2-(trifluoromethyl)phenyl)ethan-1-one O-methyloxime CON=C(C)C1=C(C=CC=C1)C(F)(F)F